CN(C1COC2(C1)CCN(CC2)C(=O)[C@H](CC(C)C)N2C([C@@H](NCC2)CC(C)C)=O)C (S)-1-[(S)-1-({3-(Dimethylamino)-1-oxa-8-aza-8-spiro[4.5]decyl}carbonyl)-3-methylbutyl]-3-isobutyl-2-piperazinone